(3s,7r)-3-(4-chloro-2-(4-trifluoromethyl-1H-1,2,3-triazol-1-yl)phenyl)-2-oxopyridin ClC1=CC(=C(C=C1)C=1C(NC=CC1)=O)N1N=NC(=C1)C(F)(F)F